C(CC)OC(=O)C=1OC(=CC1)COC(CC)=O.ClC1=NC=C(C(=N1)C1=C(N=C(S1)C1COC1)C(F)(F)F)F 5-(2-chloro-5-fluoro-pyrimidin-4-yl)-2-(oxetan-3-yl)-4-(trifluoromethyl)thiazole propyl-5-((propionyloxy)methyl)furan-2-carboxylate